C(\C=C/C(=O)O)(=O)O.NC1=NC=NN2C1=CC=C2[C@]2(O[C@@H]([C@H]([C@H]2OCC2=CC=CC=C2)OCC2=CC=CC=C2)COCC2=CC=CC=C2)C#N (2S,3R,4R,5R)-2-(4-aminopyrrolo[2,1-f][1,2,4]triazin-7-yl)-3,4-bis(benzyloxy)-5-((benzyloxy)methyl)tetrahydrofuran-2-carbonitrile maleate salt